N-(3-(2-(3-fluoro-4-(4-methylpiperazin-1-yl)phenylamino)-7H-pyrrolo[2,3-d]pyrimidin-4-yloxy)phenyl)acrylamide maleate di-hydrate O.O.C(\C=C/C(=O)O)(=O)O.FC=1C=C(C=CC1N1CCN(CC1)C)NC=1N=C(C2=C(N1)NC=C2)OC=2C=C(C=CC2)NC(C=C)=O